ethyl 4,5-dibutylnon-2-enoate C(CCC)C(C=CC(=O)OCC)C(CCCC)CCCC